C1=CCC(C=C1)=O p-benzeneOne